3-(4-bromophenyl)azetidine hydrochloride Cl.BrC1=CC=C(C=C1)C1CNC1